C(C(=C)C)(=O)OCCCO[Si](OC)(OC)OC gamma-methacryloxypropoxytrimethoxysilane